BrC1=C(N)C=C(C=C1)OC(F)(F)F 2-bromo-5-(trifluoromethoxy)aniline